4-ethoxyisoindolin C(C)OC1=C2CNCC2=CC=C1